chloro(1,5'-bipyridine) iridium (I) [Ir+].ClC1N(C=CC=C1)C=1C=CC=NC1